ClC1=C(C(=CC=C1)C)C=1C=C(C=2C=C(N=CC2C1)N)NC1CN(C1)C 7-(2-chloro-6-methyl-phenyl)-N5-(1-methylazetidin-3-yl)isoquinoline-3,5-diamine